O[C@@H]1C[C@H](CC1)NC1=NC=C2N=C(N(C2=N1)C1CCC(CC1)(C(=O)N)C)NC1=C(C=C(C=C1F)F)F (1R,4s)-4-(2-((1S,3S)-3-hydroxycyclopentylamino)-8-(2,4,6-trifluorophenylamino)-9H-purin-9-yl)-1-methylcyclohexanecarboxamide